(E)-ethyl (2-cyano-2-(2-(3,5-dichloro-4-((1-isopropyl-2-methoxy-1H-benzo[d]imidazol-6-yl)oxy)phenyl)hydrazono)acetyl)carbamate C(#N)\C(\C(=O)NC(OCC)=O)=N/NC1=CC(=C(C(=C1)Cl)OC=1C=CC2=C(N(C(=N2)OC)C(C)C)C1)Cl